(6aR,9R)-4-(acetamidomethyl)-5-bromo-N,N-diethyl-7-methyl-4,6,6a,7,8,9-hexahydroindolo[4,3-fg]quinoline-9-carboxamide C(C)(=O)NCN1C(=C2C3=C(C4=C[C@H](CN([C@@H]4C2)C)C(=O)N(CC)CC)C=CC=C13)Br